4-(5-(3-phenyl-1H-pyrazol-1-yl)-2-vinylpyrazolo[1,5-a]pyrimidin-7-yl)morpholine C1(=CC=CC=C1)C1=NN(C=C1)C1=NC=2N(C(=C1)N1CCOCC1)N=C(C2)C=C